CC(C(C)N)(N)C dimethyl-propane-1,2-diamine